CC=1C=NN(C1)COCC[Si](C)(C)C 4-methyl-1-((2-(trimethylsilyl)ethoxy)methyl)-1H-pyrazole